CO[C@@]1(COCCC1)C1=CC(=CC(=N1)N1N=C(C=2C=NC(=CC21)NC(=O)N)C)OCC2COC2 (R,S)-1-(1-(6-(3-Methoxytetrahydro-2H-pyran-3-yl)-4-(oxetan-3-ylmethoxy)pyridin-2-yl)-3-methyl-1H-pyrazolo[4,3-c]pyridin-6-yl)urea